C1(CC1)C(=O)NC=1C=C2C(=CN=C(C2=CN1)NC)C#CC1=NC=CC(=C1)CN(CCOCCC(=O)OC(C)(C)C)C tert-butyl 3-[2-[[2-[2-[6-(cyclopropanecarbonylamino)-1-(methylamino)-2,7-naphthyridin-4-yl]ethynyl]-4-pyridyl]methyl-methyl-amino]ethoxy]propanoate